5-(2-(4-cyclobutylpiperazin-1-yl)pyrimidin-5-yl)-2-(3,4-dimethoxyphenyl)-3-isopropyl-1H-indole C1(CCC1)N1CCN(CC1)C1=NC=C(C=N1)C=1C=C2C(=C(NC2=CC1)C1=CC(=C(C=C1)OC)OC)C(C)C